CC(=CB(O)O)C 2-methylprop-1-en-1-ylboronic acid